ClC1=NC2=CC=C(C=C2C=C1)NC(C1=NC=CC(=C1O)OC)=O N-(2-chloroquinolin-6-yl)-3-hydroxy-4-methoxypicolinamide